C1(=CC=C(C=C1)NC=1C=C(C(=O)NCCC2=CC=CC=C2)C=CC1)C1=CC=CC=C1 3-({[1,1'-biphenyl]-4-yl}amino)-N-(2-phenylethyl)benzamide